N-(4-(ethanesulfonyl)benzyl)-4-(2-oxoacetyl)benzamide ((tert-butyldimethylsilyloxy)methyl)-4-ethylpiperazine-1-carboxylate [Si](C)(C)(C(C)(C)C)OCOC(=O)N1CCN(CC1)CC.C(C)S(=O)(=O)C1=CC=C(CNC(C2=CC=C(C=C2)C(C=O)=O)=O)C=C1